FC(OC1CC2(CC(C2)C(=O)O)C1)F 6-(Difluoromethoxy)spiro[3.3]heptane-2-carboxylic acid